ClC1=C(C(=O)N2COC3=C(C2)C=CC=C3C3=CC(=C(C(=O)O)C=C3F)N3C2COCC3CC2)C(=CC(=C1)N1C2CN(CC1CC2)C)Cl 4-[3-[2,6-Dichloro-4-(3-methyl-3,8-diazabicyclo[3.2.1]octan-8-yl)benzoyl]-2,4-dihydro-1,3-benzoxazin-8-yl]-5-fluoro-2-(3-oxa-8-azabicyclo[3.2.1]octan-8-yl)benzoic acid